1-{3-[(1R)-1-({6-[(3R)-3-(dimethylamino)pyrrolidin-1-yl]-2-methylpyrido[3,4-d]pyrimidin-4-yl}amino)ethyl]-2-fluorophenyl}-1,1-difluoro-2-methylpropan-2-ol CN([C@H]1CN(CC1)C1=CC2=C(N=C(N=C2N[C@H](C)C=2C(=C(C=CC2)C(C(C)(O)C)(F)F)F)C)C=N1)C